C(OC)(=O)OC(=O)OC Dimethyl pyrocarbonate